CC(C[C@@H](C(N[C@H](C=O)C[C@H]1C(NCC1)=O)=O)NC(OC1(COCOC1)CC)=O)C 5-ethyl-1,3-dioxan-5-yl ((S)-4-methyl-1-oxo-1-(((S)-1-oxo-3-((S)-2-oxopyrrolidin-3-yl) propan-2-yl)amino)pentan-2-yl)carbamate